CNC=1C(=C(C(=C(C(=O)O)C1I)I)C(=O)O)I 5-methylamino-2,4,6-tri-iodoisophthalic acid